N1(C=NC=C1)C=1C=C(CN(C2=CC(=NC=C2)OCCN2CCOCC2)CC2=CC(=CC=C2)OC)C=CC1 N-(3-(1H-imidazol-1-yl)benzyl)-N-(3-methoxybenzyl)-2-(2-morpholinoethoxy)pyridin-4-amine